C[SiH](OCCCOCC)CC methyl-ethyl-ethoxypropoxysilane